(5-bromopyridin-2-yl)methylamine BrC=1C=CC(=NC1)CN